The molecule is a quaternary ammonium ion that is (13S,14R)-1,13-dihydroxy-N-methylcanadine in which the alcoholic hydroxy group at position 13 has been converted into the corresponding acetate ester. It derives from a (13S,14R)-1,13-dihydroxy-N-methylcanadine. CC(=O)O[C@@H]1[C@H]2C3=C(C4=C(C=C3CC[N+]2(CC5=C1C=CC(=C5OC)OC)C)OCO4)O